tert-Butyl (R)-3-chloro-1-(4-(dimethylamino)piperidin-1-yl)-12-oxo-6a,7,9,10-tetrahydro-12H-pyrazino[2,1-c]pyrido[3,4-f][1,4]oxazepine-8(6H)-carboxylate ClC1=CC2=C(C(N3[C@@H](CO2)CN(CC3)C(=O)OC(C)(C)C)=O)C(=N1)N1CCC(CC1)N(C)C